ClC1=C(C=CC=C1OC)C1=NNC2=NC(=C(N=C21)CO)N2CCC(CC2)(C(NC2=CC(=CC(=C2)OC)F)=N)C 1-[3-(2-chloro-3-methoxyphenyl)-5-hydroxymethyl-1H-pyrazolo[3,4-b]pyrazin-6-yl]-N-(3-fluoro-5-methoxyphenyl)-4-methylpiperidine-4-carboximidamide